NC1=CC=C(C=C1)C1=CC(=C2C[C@H](OC(C2=C1OC)=O)C)C (R)-7-(4-aminophenyl)-8-methoxy-3,5-dimethylisochroman-1-one